Trifluoromethyl-acetamide FC(F)(F)CC(=O)N